OCC=1N(C(=NN1)C(=O)OCC)COCC[Si](C)(C)C ethyl 5-(hydroxymethyl)-4-((2-(trimethylsilyl)ethoxy)methyl)-4H-1,2,4-triazole-3-carboxylate